C(C)C1=C(C=CC(=C1C(=O)C1=CNC2=NC=C(C=C21)C2=CC=C(C=C2)N2CCC(CC2)C=O)F)NS(=O)(=O)N2C[C@@H](CC2)F (3R)-N-(2-ethyl-4-fluoro-3-{5-[4-(4-formylpiperidin-1-yl)phenyl]-1H-pyrrolo[2,3-b]pyridine-3-carbonyl}phenyl)-3-fluoropyrrolidine-1-sulfonamide